(R)-N'-(3,4-dihydroxyphenethyl)-N4-hydroxy-2-octanamidosuccinamide OC=1C=C(CCN(C(C[C@H](C(=O)N)NC(CCCCCCC)=O)=O)O)C=CC1O